[2-amino-1,1-biphenyl-2-yl]palladium(II) NC1(C(=CC=CC1)C1=CC=CC=C1)[Pd+]